(4-((2-oxaspiro[3.3]hept-6-yl)amino)-2-((4-(4-methylpiperazin-1-yl)phenyl)amino)-7H-pyrrolo[2,3-d]pyrimidin-5-yl)(4-fluorophenyl)methanone C1OCC12CC(C2)NC=2C1=C(N=C(N2)NC2=CC=C(C=C2)N2CCN(CC2)C)NC=C1C(=O)C1=CC=C(C=C1)F